Methyl N-benzyl-D-serinate C(C1=CC=CC=C1)N[C@H](CO)C(=O)OC